(tert-butyldimethylsilyloxy)(dicyclohexylamino)-methyl-(vinyl)silane [Si](C)(C)(C(C)(C)C)O[Si](C=C)(C)N(C1CCCCC1)C1CCCCC1